(R)-5-((1-aminobutan-2-yl)oxy)-1H-indazole-6-carboxylic acid ethyl ester dihydrochloride Cl.Cl.C(C)OC(=O)C1=C(C=C2C=NNC2=C1)O[C@@H](CN)CC